morpholino-2-[(5-phenyl-1H-pyrazol-3-yl)amino]furo[3,2-d]pyrimidine-6-carboxamide O1CCN(CC1)C=1C2=C(N=C(N1)NC1=NNC(=C1)C1=CC=CC=C1)C=C(O2)C(=O)N